5-(4-chloro-3-fluorophenyl)-2,3-dimethyl-7-((2S)-2-(1-methyl-1H-pyrazol-4-yl)-4-morpholinyl)pyrido[4,3-d]pyrimidin-4(3H)-one ClC1=C(C=C(C=C1)C1=NC(=CC=2N=C(N(C(C21)=O)C)C)N2C[C@@H](OCC2)C=2C=NN(C2)C)F